COC(=O)C1=CC=2C(=NC=CC2NC=2C=NC(=CC2C)CC(C)C)S1 4-((6-isobutyl-4-methylpyridin-3-yl)amino)thieno[2,3-b]Pyridine-2-carboxylic acid methyl ester